O=C(CCC(C(=O)N)NC(=O)C=1C=NC=NC1)C(=O)N 5-oxo-2-(pyrimidine-5-carboxamido)hexanediamide